FC=1C(=NC(=C(C1)F)OCC1=CC=C2C=NN(C2=C1)C)N1CCC2(CC2C2=NC3=C(N2C[C@H]2OCC2)C=C(C=C3)C(=O)OC)CC1 methyl 2-(6-(3,5-difluoro-6-((1-methyl-1H-indazol-6-yl) methoxy) pyridin-2-yl)-6-azaspiro[2.5]oct-1-yl)-1-((S)-oxetan-2-ylmethyl)-1H-benzo[d]imidazole-6-carboxylate